O=C1NC(CCC1C1=NN(C2=CC(=CC=C12)C1CCN(CC1)C1CC(C1)C(=O)OC(C)(C)C)C)=O tert-butyl 3-(4-(3-(2,6-dioxopiperidin-3-yl)-1-methyl-1H-indazol-6-yl)piperidin-1-yl)cyclobutanecarboxylate